CC\C=C\CC (E)-3-hexene